Cl.NC1CCC(CC1)NS(=O)(=O)CC N-((1r,4r)-4-aminocyclohexyl)ethanesulfonamide hydrochloride